COC=1C=C(C=CC1)C1=NC=CC(=N1)NC1=C2CN(C(C2=CC=C1)=O)C1C(NC(CC1)=O)=O 3-(4-((2-(3-methoxyphenyl)pyrimidin-4-yl)amino)-1-oxoisoindolin-2-yl)piperidine-2,6-dione